C(CCC)N1CCN(CC1)C1=CC(=CC=C1)B1OC(C(O1)(C)C)(C)C (butyl)-4-(3-(4,4,5,5-tetramethyl-1,3,2-dioxaborolan-2-yl)phenyl)piperazine